C(C)(C)(C)OC(=O)N1[C@@H](CN(CC1)C=1C2=C(N=CN1)N(C=C2C2CC2)C2=CC(=CC(=C2)F)F)C(F)F (S)-4-(5-cyclopropyl-7-(3,5-difluorophenyl)-7H-pyrrolo[2,3-d]pyrimidin-4-yl)-2-(difluoromethyl)piperazine-1-carboxylic acid tert-butyl ester